5-(5-Cyclohexyl-3-isopropyl-1H-indol-2-yl)-1,3-dimethylpyridin-2(1H)-on C1(CCCCC1)C=1C=C2C(=C(NC2=CC1)C=1C=C(C(N(C1)C)=O)C)C(C)C